ClC1=C(O[C@H](C)C2CCN(CC2)C(=O)N2C[C@@H]3[C@@H](OCC(N3)=O)CC2)C=CC(=C1)F |&1:4| rac-cis-6-(4-(1-(2-Chloro-4-fluorophenoxy)ethyl)piperidine-1-carbonyl)hexahydro-2H-pyrido[4,3-b][1,4]oxazin-3(4H)-one